chloromethylvinylimidazolium ClCC=CC=1NC=C[NH+]1